Tert-butyl 7-(4-((5-chloro-4-((2-(dimethylphosphoryl)-3,4-dimethylphenyl)amino)pyrimidin-2-yl)amino)-2-ethyl-5-methoxyphenyl)-2,7-diazaspiro[3.5]nonane-2-carboxylate ClC=1C(=NC(=NC1)NC1=CC(=C(C=C1OC)N1CCC2(CN(C2)C(=O)OC(C)(C)C)CC1)CC)NC1=C(C(=C(C=C1)C)C)P(=O)(C)C